ClC1=CC(=NC(=C1)C)C(=O)OC(C)C isopropyl 4-chloro-6-methyl-pyridine-2-carboxylate